ethyl 6-(4-fluorophenyl)-4-hydroxy-1-(2-morpholinoethyl)-2-oxo-1,2-dihydro-1,8-naphthyridine-3-carboxylate FC1=CC=C(C=C1)C=1C=C2C(=C(C(N(C2=NC1)CCN1CCOCC1)=O)C(=O)OCC)O